6-[3-[3-[4-(3-Phenyl-3-oxo-1-propenyl)phenyl]acryloyl]phenylcarbamoyl]-4-carbamoyl-1,3-benzenedicarboxylic acid C1(=CC=CC=C1)C(C=CC1=CC=C(C=C1)C=CC(=O)C=1C=C(C=CC1)NC(=O)C1=CC(=C(C=C1C(=O)O)C(=O)O)C(N)=O)=O